tert-Butyl 4-[4-[[(3RS)-2,6-dioxo-3-piperidyl]amino]phenyl]piperidine-1-carboxylate O=C1NC(CC[C@H]1NC1=CC=C(C=C1)C1CCN(CC1)C(=O)OC(C)(C)C)=O |r|